tert-butyl ((2-(((1R*,3R*)-3-(2-hydroxyethyl)cyclohexyl)oxy)-6-methyl pyridin-3-yl)sulfonyl)-L-prolinate OCC[C@@H]1C[C@@H](CCC1)OC1=NC(=CC=C1S(=O)(=O)N1[C@@H](CCC1)C(=O)OC(C)(C)C)C |o1:3,5|